(4E)-11,11-dinonyloxy-4-undecenyltrimethylphosphonium iodide [I-].C(CCCCCCCC)OC(CCCCC/C=C/CCC[P+](C)(C)C)OCCCCCCCCC